5-(1-(3-ethoxycyclobutyl)piperidin-4-yl)-2-(4-isopropyl-5-(8-methoxy-[1,2,4]triazolo[1,5-a]pyridin-6-yl)-1H-pyrazol-3-yl)thiazole C(C)OC1CC(C1)N1CCC(CC1)C1=CN=C(S1)C1=NNC(=C1C(C)C)C=1C=C(C=2N(C1)N=CN2)OC